tert-butyl 2-[1-[4-(3-deuterio-2,6-dioxo-3-piperidyl)-2-fluoro-phenyl]-4-trimethylsilyloxy-4-piperidyl]acetate [2H]C1(C(NC(CC1)=O)=O)C1=CC(=C(C=C1)N1CCC(CC1)(O[Si](C)(C)C)CC(=O)OC(C)(C)C)F